N-(4-(trifluoromethyl)phenyl)-4-vinylbenzamide FC(C1=CC=C(C=C1)NC(C1=CC=C(C=C1)C=C)=O)(F)F